3-(4-(5-benzyl-pyrimidin-2-yl)piperazin-1-yl)-6-(pyridin-3-yl)pyrazolo[1,5-a]pyridine C(C1=CC=CC=C1)C=1C=NC(=NC1)N1CCN(CC1)C=1C=NN2C1C=CC(=C2)C=2C=NC=CC2